Sodium pentazole N1N=NN=N1.[Na]